[Br-].CC=1N=C(SC1C)N1N([NH2+]C(=N1)C1=CC=CC=C1)C1=CC=CC=C1 3-(4,5-dimethyl-thiazol-2-yl)-2,5-diphenyl-2H-tetrazolium bromide